C(#N)C1(CCN(CC1)C(=O)OC(C)(C)C)C1=C(C=C(C=C1)F)F tert-butyl 4-cyano-4-(2,4-difluorophenyl)piperidine-1-carboxylate